N1(CCNCC1)C=1SC2=C(N1)C=CC(=C2)C(=O)NCCC 2-(1-piperazinyl)-N-propyl-6-benzothiazolecarboxamide